4-chloro-1-isopropyl-1H-[1,2,3]triazolo[4,5-H]quinazolin-8-yl triflate O(S(=O)(=O)C(F)(F)F)C1=NC=2C3=C(C(=CC2C=N1)Cl)N=NN3C(C)C